P(O)(=O)(OP(=O)(O)OP(=O)(O)O)OC[C@@H]1[C@H]([C@H]([C@@H](O1)N1C(=O)NC(=O)C(=C1)CO)O)O 5-hydroxymethyluridine-5'-triphosphate